C(C)(C)(C)NC(N[C@H](C(=O)N1[C@@H]([C@H]2C([C@H]2C1)(C)C)C(=O)OC)C(C)(C)C)=O (1R,2S,5S)-methyl 3-((S)-2-(3-(tert-butyl)ureido)-3,3-dimethylbutanoyl)-6,6-dimethyl-3-azabicyclo[3.1.0]hexane-2-carboxylate